5-(2-Amino-3-methoxypropoxy)-2-methyl-N-(1-(naphthalen-1-yl)cyclopropyl)benzamide NC(COC=1C=CC(=C(C(=O)NC2(CC2)C2=CC=CC3=CC=CC=C23)C1)C)COC